C(C)C=1N(C2=CC=CC=C2C1C(=O)N)C ethyl-1-methyl-1H-indole-3-carboxamide